(4-(5-Chloropyrimidin-2-ylamino)-3-fluorophenyl)carbamic acid ethyl ester C(C)OC(NC1=CC(=C(C=C1)NC1=NC=C(C=N1)Cl)F)=O